N-methyl-2,2,2-trifluoroethan-1-amine hydrochloride Cl.CNCC(F)(F)F